NC1=C(C=2C(=NC=C(C2S1)F)C=1C2=C(C=3C=NC(=NC3C1F)N1CC3N(C(C1)C3)C)COC2)C#N 2-Amino-7-fluoro-4-(5-fluoro-3-(6-methyl-3,6-diazabicyclo[3.1.1]heptan-3-yl)-7,9-dihydrofuro[3,4-f]quinazolin-6-yl)thieno[3,2-c]pyridine-3-carbonitrile